2-(1-naphthoxy)ethylamine C1(=CC=CC2=CC=CC=C12)OCCN